NC=1N=C(C2=C(N1)NC(=C2)C2=CC=C(C=C2)CN2CSCC2)C=2C(=C(C=CC2)N2C(C1=C(C=C(C=C1C=C2)C2CC2)F)=O)CO 2-(3-{2-amino-6-[4-(thiazolidin-3-ylmethyl)phenyl]-7H-pyrrolo[2,3-d]pyrimidin-4-yl}-2-(hydroxymethyl)phenyl)-6-cyclopropyl-8-fluoroisoquinolin-1(2H)-one